C(C)OC(=O)C=1C(NC2=CC(=C(C=C2C1O)Br)F)=O.C(C)(C)OC=1C=CC(=NC1)O[C@@H]1[C@@H](CNCC1)C |r| (+/-)-5-Isopropoxy-2-((cis-3-methylpiperidin-4-yl)oxy)pyridine ethyl-6-bromo-7-fluoro-4-hydroxy-2-oxo-1H-quinoline-3-carboxylate